(S)-4-amino-7-fluoro-N-methyl-N-(6-(2-methylpyrimidin-5-yl)-2,3-dihydrobenzofuran-3-yl)imidazo[1,5-a]-quinoxaline-8-carboxamide NC=1C=2N(C3=CC(=C(C=C3N1)F)C(=O)N([C@@H]1COC3=C1C=CC(=C3)C=3C=NC(=NC3)C)C)C=NC2